1-(4-methoxy-benzyl)-2-methyl-1,2,3,4,5,6,7,8-octahydro-1-(methoxyphenyl)methyl-isoquinoline COC1=CC=C(CC2(N(CCC=3CCCCC23)C)CC2=C(C=CC=C2)OC)C=C1